ClC=1C=C(C=C(C1OC1=CN(C(C=C1)=O)C1=CC(=CC=C1)C(F)(F)F)Cl)N1N=C(C(NC1=O)=O)C#N 2-(3,5-dichloro-4-((6-oxo-1-(3-(trifluoromethyl)phenyl)-1,6-dihydropyridin-3-yl)oxy)phenyl)-3,5-dioxo-2,3,4,5-tetrahydro-1,2,4-triazine-6-carbonitrile